8-(3,5-dichlorophenyl)-N-(2,3-dihydro-1,4-benzoxazin-4-yl)-4-morpholino-1,5-naphthyridine-3-carboxamide ClC=1C=C(C=C(C1)Cl)C=1C=CN=C2C(=C(C=NC12)C(=O)NN1CCOC2=C1C=CC=C2)N2CCOCC2